C(C([2H])([2H])[2H])OC1=CC=C(C=N1)C1=CN=CC(=N1)C(=O)NOCC1=C(C=CC(=C1)OC)F 6-(6-(ethoxy-2,2,2-d3)pyridin-3-yl)-N-((2-fluoro-5-methoxybenzyl)oxy)pyrazine-2-carboxamide